C(C)(C)OC(C)C α-isopropyl ether